N-(4-(4-(3-ethylthioureido)phenyl)-1H-pyrrolo[2,3-b]pyridin-6-yl)cyclopropylcarboxamide C(C)NC(NC1=CC=C(C=C1)C1=C2C(=NC(=C1)NC(=O)C1CC1)NC=C2)=S